ClC1=CC=C2C(=N1)N=C(O2)N2CC1=CN(C(C=C1C2)=O)C 2-(5-Chlorooxazolo[4,5-b]pyridin-2-yl)-5-methyl-1,3-dihydropyrrolo[3,4-c]pyridin-6-one